2-{4-[5-chloro-2-(4-fluoro-1H-imidazol-1-yl)phenyl]-5-methoxy-2-oxopyridin-1(2H)-yl}-4-methoxybutyric acid tert-butyl ester C(C)(C)(C)OC(C(CCOC)N1C(C=C(C(=C1)OC)C1=C(C=CC(=C1)Cl)N1C=NC(=C1)F)=O)=O